Cl.C(C)(C)NCC1=CC=CC=C1 N-isopropylbenzylamine hydrochloride